FC1=CC(=NC=C1)CN1C(O[C@]2(C1)C[C@@](CCC2)(C)CN2C=NC1=C2C=C(C=C1)C#N)=O 1-(((5S,7S)-3-((4-fluoropyridin-2-yl)methyl)-7-methyl-2-oxo-1-oxa-3-azaspiro[4.5]decane-7-yl)methyl)-1H-benzo[d]imidazole-6-carbonitrile